ClC1=CC=C(C(=N1)C=1C=CC2=C(C=NOB2O)C1)N[C@@H](C)C=1C=C(C=C2C(C(=C(OC12)N1CCCCC1)C)=O)C 8-[(1S)-1-[[6-chloro-2-(1-hydroxy-2,3,1-benzoxazaborinin-6-yl)-3-pyridyl]amino]ethyl]-3,6-dimethyl-2-(1-piperidyl)chromen-4-one